N-Boc-piperazine-d8 [2H]C1(C(N(C(C(N1)([2H])[2H])([2H])[2H])C(=O)OC(C)(C)C)([2H])[2H])[2H]